OC1CCN(CC1)C1=NC=CC(=C1)C1=CC(=NC=C1)NC(C1=CC=C(C=C1)OC)=O N-(2'-(4-hydroxypiperidin-1-yl)-[4,4'-bipyridyl]-2-yl)-4-methoxybenzamide